COC(=O)N1CC(C1)C1=NC(=NO1)C1=CC(=C(C(=C1)F)C)NC(=O)C=1C=NN2C1C=CC(=C2)C#N 3-(3-(3-(6-cyanopyrazolo[1,5-a]pyridine-3-carboxamido)-5-fluoro-4-methylphenyl)-1,2,4-oxadiazol-5-yl)azetidine-1-carboxylic acid methyl ester